C(C)(C)N1N=C(C=C1)[S@@](=O)(N)=NC(NC1=C2C(=NC3=C1CCC3)C(CC2)C)=O (R)-1-isopropyl-N'-((3-methyl-1,2,3,5,6,7-hexahydrodicyclopenta[b,e]pyridin-8-yl)carbamoyl)-1H-pyrazole-3-sulfonimidamide